2-(6-(bromomethyl)pyridin-2-yl)propan BrCC1=CC=CC(=N1)C(C)C